FC(C1=CC=C(C=C1)C1=CC=C(C=C1)C(CCC)N1N=CC2=CC(=CC=C12)C(=O)NCCC(=O)O)(F)F 3-(1-(1-(4'-(trifluoromethyl)-[1,1'-biphenyl]-4-yl)butyl)-1H-indazole-5-carboxamido)propionic acid